1-cyclopropyl-6-fluoro-3-({[(3S)-1-(5-fluoropyridin-3-yl)piperidin-3-yl][(2-methylpyridin-4-yl)methyl]amino}methyl)-7-(2-hydroxyethoxy)-1,4-dihydroquinolin-4-one hydrochloride Cl.C1(CC1)N1C=C(C(C2=CC(=C(C=C12)OCCO)F)=O)CN(CC1=CC(=NC=C1)C)[C@@H]1CN(CCC1)C=1C=NC=C(C1)F